(S)-(4-(7-chloropyrazolo[1,5-a]pyridin-2-yl)-6,7-dihydro-1H-imidazo[4,5-c]pyridin-5(4H)-yl)(1-methyl-3-(trifluoromethyl)-1H-1,2,4-triazol-5-yl)methanone ClC1=CC=CC=2N1N=C(C2)[C@H]2N(CCC1=C2N=CN1)C(=O)C1=NC(=NN1C)C(F)(F)F